2-(3,4-dimethoxyphenyl)-5,7-dihydroxy-6-methoxybenzopyran-4-one COC=1C=C(C=CC1OC)C=1OC2=C(C(C1)=O)C(=C(C(=C2)O)OC)O